titanium-zinc-iron [Fe].[Zn].[Ti]